N-(1H-pyrazol-4-yl)-6-(pyridin-3-yl)-2-(4-(m-tolyl)-1H-pyrazol-1-yl)furo[3,2-d]pyrimidin-4-amine N1N=CC(=C1)NC=1C2=C(N=C(N1)N1N=CC(=C1)C=1C=C(C=CC1)C)C=C(O2)C=2C=NC=CC2